ClC1=C(C=C(C=C1)[C@H]1[C@@H]([C@H]([C@@H]([C@H](C1(F)F)CO)O)O)O)C(C1=CC=CC=C1)OCC (1R,2R,3S,4S,6R)-4-(4-chloro-3-(ethoxybenzyl)phenyl)-5,5-difluoro-6-(hydroxymethyl)cyclohexan-1,2,3-triol